3-(3-Methyl-5-{6-[(methylamino)methyl]pyridin-3-yl}-2-oxo-1,3-benzodiazol-1-yl)piperidine-2,6-dione trifluoroacetate FC(C(=O)O)(F)F.CN1C(N(C2=C1C=C(C=C2)C=2C=NC(=CC2)CNC)C2C(NC(CC2)=O)=O)=O